FC=1C(=NC(=NC1)N)N(C1=CC=C2C(=NNC2=C1)C)C 5-fluoro-N4-methyl-N4-(3-methyl-1H-indazol-6-yl)-2,4-pyrimidinediamine